2-(4-chlorophenoxy)-N-[1-[2-(4-chlorophenoxy)ethyl]piperidin-4-yl]acetamide ClC1=CC=C(OCC(=O)NC2CCN(CC2)CCOC2=CC=C(C=C2)Cl)C=C1